(S)-N'-((5-(2-methoxy-5-methylpyridin-4-yl)-2,3-dihydro-1H-inden-4-yl)carbamoyl)-6,7-dihydro-5H-pyrazolo[5,1-b][1,3]oxazine-3-sulfonimidamide COC1=NC=C(C(=C1)C=1C(=C2CCCC2=CC1)NC(=O)N=[S@@](=O)(N)C=1C=NN2C1OCCC2)C